1-(N-methylamino)butane-1,3-diol CNC(CC(C)O)O